FC=1C=C2C(=C(NC2=CC1C(C#N)(C1=CC=C(C=C1)C)C1=CC=C(C=C1)O)C)C 2-(5-Fluoro-2,3-dimethyl-1H-indol-6-yl)-2-(4-hydroxyphenyl)-2-(p-tolyl)acetonitrile